1,6-bis(glycidoxyethylthio)naphthalene C(C1CO1)OCCSC1=CC=CC2=CC(=CC=C12)SCCOCC1CO1